COCC1(CCC1)CN(C1=C2C(=NC(=C1)C1=CC(=CC=C1)C(F)(F)F)N=C(N2)C2=CC=C(C=C2)N2CCC1(CC=NO1)CC2)C 8-(4-{7-[{[1-(Methoxymethyl)cyclobutyl]methyl}(methyl)amino]-5-[3-(trifluoromethyl)phenyl]-1H-imidazo[4,5-b]pyridin-2-yl}phenyl)-1-oxa-2,8-diazaspiro[4.5]dec-2-en